CN(C)CCCO 3-(N,N-dimethylamino)propanol